1,4-butanediol dimethacrylate Acrylate C(C=C)(=O)O.C(C(=C)C)(=O)O.C(C(=C)C)(=O)O.C(CCCO)O